((4bS,5R,6R,7S,7aR)-7a-(4-bromophenyl)-4b,5-dihydroxy-4-methoxy-7-phenyl-4b,6,7,7a-tetrahydro-5H-cyclopenta[4,5]furo[2,3-c]pyridin-6-yl)methanone BrC1=CC=C(C=C1)[C@]12[C@](C3=C(C=NC=C3OC)O1)([C@@H]([C@@H]([C@H]2C2=CC=CC=C2)C=O)O)O